The molecule is an acyl-CoA(4-) obtained by deprotonation of the phosphate and diphosphate groups of oscr#14-CoA; major species at pH 7.3. It is a conjugate base of an oscr#14-CoA. C[C@H]1[C@@H](C[C@H]([C@@H](O1)OCCCCCCCC(=O)SCCNC(=O)CCNC(=O)[C@@H](C(C)(C)COP(=O)([O-])OP(=O)([O-])OC[C@@H]2[C@H]([C@H]([C@@H](O2)N3C=NC4=C(N=CN=C43)N)O)OP(=O)([O-])[O-])O)O)O